8-oxo-7-(2-(1-trityl-1H-imidazol-4-yl)benzylidene)-5,6,7,8-tetrahydroquinoline-3-carbonitrile O=C1C(CCC=2C=C(C=NC12)C#N)=CC1=C(C=CC=C1)C=1N=CN(C1)C(C1=CC=CC=C1)(C1=CC=CC=C1)C1=CC=CC=C1